C(CCC)C(CCC(=O)OCCCCCCCC(CCCCCCCOC(CCC(CCCCCC)CCCC)=O)NCC1CCN(CC1)C)CCCCCC [15-(4-butyldecanoyloxy)-8-[(1-methyl-4-piperidyl)methylamino]pentadecyl] 4-butyldecanoate